5-[(5-{3-[(2R)-3-amino-2-fluoropropoxy]-5-methoxypyridin-4-yl}-1H-pyrazole-3-yl)amino]pyrazine-2-carbonitrile NC[C@H](COC=1C=NC=C(C1C1=CC(=NN1)NC=1N=CC(=NC1)C#N)OC)F